(1R,2R,4R,5R)-4-hydroxy-2-methoxy-6,8-dioxabicyclo[3.2.1]octan-3-one O[C@H]1C([C@@H]([C@H]2CO[C@@H]1O2)OC)=O